N2-isobutyryl-3'-O-benzoylguanosine C(C(C)C)(=O)NC=1NC(C=2N=CN([C@H]3[C@H](O)[C@H](OC(C4=CC=CC=C4)=O)[C@@H](CO)O3)C2N1)=O